1-(9-(4-amino-5-(5-cyclopropoxypyrimidin-2-yl)-7-methyl-7H-pyrrolo-[2,3-d]pyrimidin-6-yl)-3-azaspiro[5.5]undec-8-en-3-yl)prop-2-en-1-one NC=1C2=C(N=CN1)N(C(=C2C2=NC=C(C=N2)OC2CC2)C2=CCC1(CCN(CC1)C(C=C)=O)CC2)C